N-((2r,4S,5r)-2-((S)-1-(4-fluorophenyl)-1,2,3,4-tetrahydroisoquinoline-2-carbonyl)-5-(methylthio)tetrahydro-2H-pyran-4-yl)-4-methylbenzenesulfonamide FC1=CC=C(C=C1)[C@@H]1N(CCC2=CC=CC=C12)C(=O)[C@@H]1OC[C@@H]([C@H](C1)NS(=O)(=O)C1=CC=C(C=C1)C)SC